2-((3R)-1-(2,2-dimethylpropanoyl)piperidin-3-yl)-7-methoxy[1,2,4]triazolo[1,5-c]quinazolin-5-amine CC(C(=O)N1C[C@@H](CCC1)C1=NN2C(=NC=3C(=CC=CC3C2=N1)OC)N)(C)C